C(=O)OC(C)C1CC(CCC1)(C)C 1-(3,3-dimethylcyclohexyl)ethyl formate